BrC1=C(C(=CC=C1)F)C(CC(=O)OCC)(C)O Ethyl 3-(2-bromo-6-fluorophenyl)-3-hydroxybutanoate